C(C)(C)(C)OC(=O)N1C=CC2=CC=C(C=C12)CN1N=NC(=C1)C1=C2C=NN(C2=CC(=C1)N(C)C)C1OCCCC1 6-((4-(6-(dimethylamino)-1-(tetrahydro-2H-pyran-2-yl)-1H-indazol-4-yl)-1H-1,2,3-triazol-1-yl)methyl)-1H-indole-1-carboxylic acid tert-butyl ester